rac-5-ethyl-2-(trans-2-hydroxycyclopentyl)-6-(4-(1-methyl-1H-pyrazol-3-yl)benzyl)isoindolin-1-one C(C)C=1C=C2CN(C(C2=CC1CC1=CC=C(C=C1)C1=NN(C=C1)C)=O)[C@H]1[C@@H](CCC1)O |r|